(4aR,8aS)-6-(4-Phenylpiperidine-1-carbonyl)hexahydro-2H-pyrido[4,3-b][1,4]oxazin-3(4H)-one C1(=CC=CC=C1)C1CCN(CC1)C(=O)N1C[C@@H]2[C@@H](OCC(N2)=O)CC1